C(C)(C)C1=CC=CC=C1C1C=CC=C1.[CH-]1C=CC=C1.[Fe+2] 6-isopropylphenylferrocenium